silver tetrakis[3,5-bis[1-methoxy-2,2,2-trifluoro-1-(trifluoromethyl)-ethyl]phenyl]borate COC(C(F)(F)F)(C(F)(F)F)C=1C=C(C=C(C1)C(C(F)(F)F)(OC)C(F)(F)F)[B-](C1=CC(=CC(=C1)C(C(F)(F)F)(OC)C(F)(F)F)C(C(F)(F)F)(OC)C(F)(F)F)(C1=CC(=CC(=C1)C(C(F)(F)F)(OC)C(F)(F)F)C(C(F)(F)F)(OC)C(F)(F)F)C1=CC(=CC(=C1)C(C(F)(F)F)(OC)C(F)(F)F)C(C(F)(F)F)(OC)C(F)(F)F.[Ag+]